N,N-bis(trimethylsilyl)aminopropyl-methyldiethylsilane C[Si](N([Si](C)(C)C)CCC[Si](CC)(CC)C)(C)C